2-ethyl-[1,2,4]triazolo[4,3-a]pyridin-3(2H)-one C(C)N1N=C2N(C=CC=C2)C1=O